4-[4-[[(1R)-1-[3-(difluoromethyl)-2-fluoro-phenyl]ethyl]amino]-7-methoxy-quinazolin-6-yl]-1-oxo-thian-4-ol FC(C=1C(=C(C=CC1)[C@@H](C)NC1=NC=NC2=CC(=C(C=C12)C1(CCS(CC1)=O)O)OC)F)F